C1(=CC=CC=C1)[C@@H]1CC[C@H]2OC3(C(N21)=O)CN(C3)C3=CC=NC=2N3N=CC2 (5'S,7a'R)-5'-phenyl-1-(pyrazolo[1,5-a]pyrimidin-7-yl)tetrahydro-3'H-spiro[azetidine-3,2'-pyrrolo[2,1-b][1,3]oxazol]-3'-one